FC1=C(C=CC=C1)C1=NN2C(=NC=3C=CC(=CC3C2=N1)OC)N[C@H]1C(NCCCC1)=O (3R)-3-{[2-(2-fluorophenyl)-9-methoxy[1,2,4]triazolo[1,5-c]quinazolin-5-yl]amino}azepan-2-one